FC1(CCC(CC1)N(C(OC(C)(C)C)=O)CCCC[C@H](C)O)F tert-butyl (S)-(4,4-difluorocyclohexyl)(5-hydroxyhexyl)carbamate